rac-(4aR,5R,5aR,10bS,10cR)-10b-hydroxy-8,10-dimethoxy-5a-(4-methoxyphenyl)-5-phenyl-4,4a,5,5a,10b,10c-hexahydrobenzofuro[2',3':4,5]cyclopenta[1,2-b][1,4]oxazin-3(2H)-one O[C@]12[C@]([C@@H]([C@@H]3[C@H]1OCC(N3)=O)C3=CC=CC=C3)(OC3=C2C(=CC(=C3)OC)OC)C3=CC=C(C=C3)OC |r|